FC1(CC(C1)NC1=NC(=NC=C1C(=O)NC1=C(C=CC=C1C)C)NC1=CC=C(C=C1)N1CCN(CC1)C)F 4-((3,3-difluorocyclobutyl)amino)-N-(2,6-dimethylphenyl)-2-((4-(4-methylpiperazin-1-yl)phenyl)amino)pyrimidine-5-carboxamide